COC1=CC=C(C=C1)COC=1C=C(C(=O)N)C=CC1OCC1=CC=C(C=C1)OC 3,4-bis[(4-methoxyphenyl)methoxy]benzamide